3-[5-(4-fluorophenyl)-4-{9-[(4-methoxyphenyl)methyl]-8-phenylpurin-6-yl}pyrazol-1-yl]-1λ6-thiolane-1,1-dione FC1=CC=C(C=C1)C1=C(C=NN1C1CS(CC1)(=O)=O)C1=C2N=C(N(C2=NC=N1)CC1=CC=C(C=C1)OC)C1=CC=CC=C1